3-(2-((tert-butyldimethylsilyl)oxy)-1,1-difluoroethyl)benzene [Si](C)(C)(C(C)(C)C)OCC(F)(F)C=1C=CC=CC1